C(\C=C/C(=O)O)(=O)O.ClC=1C=CC2=C(N(C3=C(CC2)C=CC=C3)CCCCNC/C=C/C(=O)NOC3=CC=CC=C3)C1 (E)-4-[4-(3-chloro-10,11-dihydro-5H-dibenzo[b,f]azepin-5-yl)butylamino]-N-phenoxy-but-2-enamide maleate